N-(cis-3-methoxycyclohexyl)picolinamide CO[C@H]1C[C@H](CCC1)NC(C1=NC=CC=C1)=O